ClC=1C=C(C=CC1Cl)C=1N=C(SC1)N1N=C(C(=C1C(=O)OC)CC1=C(C=CC=C1)[N+](=O)[O-])C methyl 1-(4-(3,4-dichlorophenyl)thiazol-2-yl)-3-methyl-4-(2-nitrobenzyl)-1H-pyrazole-5-carboxylate